2-(3,5-diethoxy-4-methoxyphenyl)ethanamine C(C)OC=1C=C(C=C(C1OC)OCC)CCN